FC1=C(C=C(/C=C/C2=NC=C(C(=O)NC3=CN(C(=C3)C(NC3=CN(C(=C3)C(NCC/C(=N/C)/NC)=O)C)=O)C)C=C2)C=C1)OC 6-((E)-4-fluoro-3-methoxystyryl)-N-(1-methyl-5-((1-methyl-5-(((Z)-3-(methylamino)-3-(methylimino)propyl)carbamoyl)-1H-pyrrol-3-yl)carbamoyl)-1H-pyrrol-3-yl)nicotinamide